FC1=CC=C(C=C1)C=1N(C(=CN1)C)CC1=C(OCCC[C@H](CC(=O)O)C)C=CC=C1 (R)-6-(2-((2-(4-fluorophenyl)-5-methyl-1H-imidazol-1-yl)methyl)phenoxy)-3-methylhexanoic acid